7-chloro-1-(6-chloronicotinyl)indoline-2,3-dione ClC=1C=CC=C2C(C(N(C12)CC1=CN=C(C=C1)Cl)=O)=O